O=C1NC(CCC1C1=CC=C(C=C1)C1CCN(CC1)CC(=O)N[C@H](CC1=CC=CC=C1)C=1N=C2N(C=C(C(=C2)OC(C)C)NC(=O)C2=NC(=CC=C2)C(F)(F)F)C1)=O N-[2-[(1R)-1-[[2-[4-[4-(2,6-dioxo-3-piperidyl)phenyl]-1-piperidyl]acetyl]amino]-2-phenyl-ethyl]-7-isopropoxy-imidazo[1,2-a]pyridin-6-yl]-6-(trifluoromethyl)pyridine-2-carboxamide